C1=CC=CC2=NC(=C3C=CC=CC3=C12)C1=CC=C(C=C1)C1=CC(=NN1C1=CC=C(C=C1)S(=O)(=O)N)C(F)(F)F 4-(5-(4-(phenanthridine-6-yl)phenyl)-3-(trifluoromethyl)-1H-pyrazol-1-yl)benzenesulfonamide